Dimethyl-aminoazobenzene rac-(6S,7R)-tert-butyl-7-(5-bromo-6-methoxy-2H-indazol-2-yl)-6-methyl-2-azaspiro[3.5]nonane-2-carboxylate C(C)(C)(C)OC(=O)N1CC2(C1)C[C@@H]([C@@H](CC2)N2N=C1C=C(C(=CC1=C2)Br)OC)C.CC2=C(C(=C(C=C2)N=NC2=CC=CC=C2)N)C |r|